C(C)(C)(C)OC(N(C(=O)OC(C)(C)C)C=1C(N(N=C(C1)CBr)C)=O)=O [6-(bromomethyl)-2-methyl-3-oxo-pyridazin-4-yl]-N-tert-butoxycarbonyl-carbamic acid tert-butyl ester